N1(C=NC=C1)CCCN1CCC(CC1)(CC(=O)OCC)CC(=O)OCC diethyl 2,2'-(1-(3-(1H-imidazol-1-yl)propyl)piperidine-4,4-diyl)diacetate